ClC1=C(C=C(C=C1)N1CCOCC1)[C@@H]1COCCCN1C1=NC(=NC(=C1)C)N |r| (+/-)-4-[3-(2-chloro-5-morpholino-phenyl)-1,4-oxazepan-4-yl]-6-methyl-pyrimidin-2-amine